FC(CCCCCN(C(OC(C)(C)C)=O)CC#C)C#C tert-Butyl (6-fluorooct-7-yn-1-yl)(prop-2-yn-1-yl)carbamate